ClC1=CC(=NC(=C1)NC1=C(C=CC=C1)F)C(=O)N(C)C1CC2=CC=CC=C2C1 4-Chloro-N-(2,3-dihydro-1H-inden-2-yl)-6-((2-fluorophenyl)amino)-N-methylpyridineamide